C(C1=CC=CC=C1)(=O)NC1=NC(N([C@H]2C[C@H](OC(CC(=O)[O-])C(=O)[O-])[C@@H](COC(C3=CC=C(C=C3)OC)(C3=CC=C(C=C3)OC)C3=CC=CC=C3)O2)C=C1)=O N4-benzoyl-5'-O-(4,4'-dimethoxytrityl)-2'-deoxycytidine-3'-O-succinate